FC1=CC=C(OC2=NC3=C(N=CC(=C3C=C2)O)Br)C=C1 2-(4-fluorophenoxy)-5-hydroxy-8-bromo-1,7-naphthyridine